N,N-diisopropyl-tryptamine C(C)(C)N(CCC1=CNC2=CC=CC=C12)C(C)C